C(C)(C)(C)OC(=O)N1CCN(CC1)C=1N=CC=2N(C1)C=C(N2)C(F)F 4-(2-(difluoromethyl)imidazo[1,2-a]pyrazin-6-yl)piperazine-1-carboxylic acid tert-butyl ester